Cyclohexyl-alanine C1(CCCCC1)N[C@@H](C)C(=O)O